COC(=O)C1=NNC2=CC=C(C=C12)OC(F)(F)F 5-(trifluoromethoxy)-1H-indazole-3-carboxylic acid methyl ester